BrC=1C=C(C=CC1)C#CC=1SC(=CC1)C 2-[2-(3-bromophenyl)ethynyl]-5-methyl-thiophene